1-(8-fluoro-7-(3-hydroxynaphth-1-yl)-2-((tetrahydro-1H-pyrrolizin-7a(5H)-yl)methoxy)pyrido[4,3-d]pyrimidine-4-yl)-4-(hydroxymethyl)piperidin-4-ol FC1=C(N=CC2=C1N=C(N=C2N2CCC(CC2)(O)CO)OCC21CCCN1CCC2)C2=CC(=CC1=CC=CC=C21)O